FC1(CCC(CC1)C1=C(C(=O)O)C(=CC=C1)O)F 2-(4,4-difluorocyclohexyl)-6-hydroxybenzoic acid